aza-purine nitrogen [N].N1=NN=C2N=CNC2=C1